COC=1C=CC=2N(C3=CC=C(C=C3C2C1)OC)CC1=CC=C(C=C1)OC(C=C)=O 4-((3,6-dimethoxy-9H-carbazole-9-yl)methyl)phenylacrylate